2,4,6-tri-tertiary butyl-phenol C(C)(C)(C)C1=C(C(=CC(=C1)C(C)(C)C)C(C)(C)C)O